(S)-N-(5-benzoyl-4,5,6,7-tetrahydrothiazolo[5,4-c]pyridin-2-yl)-1-cyanopyrrolidine-3-carboxamide C(C1=CC=CC=C1)(=O)N1CC2=C(CC1)N=C(S2)NC(=O)[C@@H]2CN(CC2)C#N